tert-butyl (3-(((5,7-dichloro-8-fluoro-2-(methylthio)pyrido[4,3-d]pyrimidin-4-yl)((1S,2R)-2-hydroxycyclobutyl)amino)methyl)pyridin-2-yl)carbamate ClC1=NC(=C(C=2N=C(N=C(C21)N([C@@H]2[C@@H](CC2)O)CC=2C(=NC=CC2)NC(OC(C)(C)C)=O)SC)F)Cl